C(=O)(O)C1=CC=C(C=C1)C=1C=NN(C1)C(C[C@H]1[C@@H](C1)C1=CC=C(C=C1)OC)C1=[N+](C=C(C=C1)C1=C(C=CC(=C1)Cl)N1N=NN=C1)[O-] |o1:16,17| 2-(1-(4-(4-Carboxyphenyl)-1H-pyrazol-1-yl)-2-((1S*,2R*)-2-(4-methoxyphenyl)cyclopropyl)ethyl)-5-(5-chloro-2-(1H-tetrazol-1-yl)phenyl)pyridine 1-oxide